N-cyclobutyl-4-(3-(2-ethoxyphenyl)-7H-[1,2,4]triazolo[3,4-b][1,3,4]thiadiazin-6-yl)aniline C1(CCC1)NC1=CC=C(C=C1)C1=NN2C(SC1)=NN=C2C2=C(C=CC=C2)OCC